(1-(4-(quinolin-6-yl)pyrimidin-2-yl)piperidin-4-yl)methanamine N1=CC=CC2=CC(=CC=C12)C1=NC(=NC=C1)N1CCC(CC1)CN